C1(CC1)S(=O)(=O)NC=1SC=C(N1)C(C(=O)NC1=CC=C(C=C1)C1=NC(=CN=C1)C(F)(F)F)CC 2-(2-(cyclopropanesulfonamido)thiazol-4-yl)-N-(4-(6-(trifluoromethyl)pyrazin-2-yl)phenyl)butanamide